ClC=1C=C(C=C(C1)C=1C2=CC=CC=C2C=2C=CC=CC2C1)C1=CC(=CC=C1)P(C)(C)=O (3'-chloro-5'-(phenanthren-9-yl)-[1,1'-biphenyl]-3-yl)dimethylphosphine oxide